[OH-].N1C=[NH+]C=C1 imidazolium hydroxide